ClC=1C(=NC=C(C1)C(F)(F)F)CNC(=O)C1CN(C(C1)=O)C1=CC=C(C=C1)F N-[[3-chloro-5-(trifluoromethyl)pyridin-2-yl]methyl]-1-(4-fluorophenyl)-5-oxopyrrolidine-3-carboxamid